CN1C2CN(CC1CC2)C=2C=CC(=NC2)C2(CCC1(OCCO1)CC2)O 8-(5-{8-methyl-3,8-diazabicyclo[3.2.1]octan-3-yl}pyridin-2-yl)-1,4-dioxaspiro[4.5]decan-8-ol